C(C)C=1C[C@@H]2CC([C@@H]2C1)=O (1r,5s)-3-ethylbicyclo[3.2.0]hept-3-en-6-one